ClC1=CC=C2C(=N1)C=C(N2COCC[Si](C)(C)C)[C@@H](C)O (1R)-1-[5-chloro-1-(2-trimethylsilylethoxymethyl)pyrrolo[3,2-b]pyridin-2-yl]ethanol